COC=1N=C(C(=NC1C=1C2=C(C=NC1)N(C=N2)C)C(=O)O)NC2=CC=C(C=C2)C2(CC2)S(=O)(=O)C 5-methoxy-6-(3-methylimidazo[4,5-c]pyridin-7-yl)-3-[4-(1-methylsulfonyl-cyclopropyl)anilino]pyrazine-2-carboxylic acid